NC1=NC=CC=C1C1=NC=2C(=NC=CC2)N1C1=CC=C(CN2CCC(CC2)NC(=O)C2=NC(=NC=C2)C#N)C=C1 N-(1-(4-(2-(2-Aminopyridin-3-yl)-3H-imidazo[4,5-b]pyridin-3-yl)benzyl)piperidin-4-yl)-2-cyanopyrimidine-4-carboxamide